C(CCCCCCCCCCCCCCCCCCCCC)[Al](Cl)Cl behenyl-aluminum chloride